1-(6-Amino-2-methylthiazolo[5,4-b]pyridin-7-yl)-2,2-difluoroethan-1-ol NC=1C(=C2C(=NC1)SC(=N2)C)C(C(F)F)O